[C@H]1([C@@H](O)[C@@H](O)[C@H](O)[C@H](O1)CO)C1=C(C[C@H](N)C(=O)O)C2=CC=CC=C2N1 2-(alpha-D-mannopyranosyl)-L-tryptophan